N-[5,5-dimethyl-4-(2-methylphenoxy)-7,8-dihydro-6H-quinazolin-2-yl]-1-methyl-pyrazole-4-sulfonamide CC1(C=2C(=NC(=NC2CCC1)NS(=O)(=O)C=1C=NN(C1)C)OC1=C(C=CC=C1)C)C